ClC=1C=C(C=C(C1)Cl)C(CCC(CNC(OC(C)(C)C)=O)C)=O tert-butyl N-[5-(3,5-Dichlorophenyl)-2-methyl-5-oxo-Pentyl]carbamate